C(C)C(CC1=C(C=CC=C1)O)CCCC 2-(2-ethylhexyl)phenol